trimethoxy(7-octen-1-yl)silane Benzyl-4-[5-[(1R)-1-[[(S)-tert-butylsulfinyl]amino]ethyl]-2-methoxy-phenyl]thiophene-2-carboxylate C(C1=CC=CC=C1)OC(=O)C=1SC=C(C1)C1=C(C=CC(=C1)[C@@H](C)N[S@@](=O)C(C)(C)C)OC.CO[Si](CCCCCCC=C)(OC)OC